Ortho-Nitrosophenol N(=O)C1=C(C=CC=C1)O